C1(CC1)C1=CC=C(C=C1)C=1C(=CC=C(C1)F)C(=O)OC methyl 4'-cyclopropyl-5-fluoro[1,1'-biphenyl]-2-carboxylate